FC1=C(C[C@@H](C(=O)N(C)OC)CC)C=CC(=C1)F (S)-2-(2,4-difluorobenzyl)-N-methoxy-N-methylbutanamide